2-chloro-N-(3-sulfamoylphenyl)quinoline-3-carboxamide ClC1=NC2=CC=CC=C2C=C1C(=O)NC1=CC(=CC=C1)S(N)(=O)=O